O[C@@]1([C@@H](CC[C@H](C1)C)C(C)C)C(=O)NC[C@@H](OCC(=O)O)C1=CC=CC=C1 2-((S)-2-((1S,2S,5R)-1-hydroxy-2-isopropyl-5-methylcyclohexane-1-carboxamido)-1-phenylethoxy)acetic acid